2-(2-methoxypyridin-3-yl)-3H-imidazo[4,5-c]Pyridine-3-d COC1=NC=CC=C1C1=NC2=C(C=NC=C2)N1[2H]